OC1=C(C=C(C(=C1)N)C)N 1-hydroxy-2,5-diamino-4-methyl-benzene